3-((3-Butyl-2-methyl-7-(methylthio)-1,1-dioxido-5-phenyl-2,3,4,5-tetrahydro-1,2,5-benzothiadiazepin-8-yl)oxy)-2,2-dimethyl-propanoic acid C(CCC)C1N(S(C2=C(N(C1)C1=CC=CC=C1)C=C(C(=C2)OCC(C(=O)O)(C)C)SC)(=O)=O)C